FC1=C(C=CC(=C1C1=CC=C2C(=NNC2=C1F)C=1NC=CN1)F)NS(=O)(=O)C=1C(=NC=NC1)OC N-(2,4-difluoro-3-(7-fluoro-3-(1H-imidazol-2-yl)-1H-indazol-6-yl)phenyl)-4-methoxypyrimidine-5-sulfonamide